NC1=NC(=C(C=C1C1=CC=C2C(NC(=NC2=C1)C)=O)C1=CC(=C(C=C1)C1CCOCC1)CN(C)C)F 7-(2-amino-5-(3-((dimethylamino)methyl)-4-(tetrahydro-2H-pyran-4-yl)phenyl)-6-fluoropyridin-3-yl)-2-methylquinazolin-4(3H)-one